CN(C(=O)CCCCN(CC(=O)O)C(=O)OCC1C2=CC=CC=C2C=2C=CC=CC12)C 2-{[4-(dimethylcarbamoyl)butyl]({[(9H-fluoren-9-yl)methoxy]carbonyl})amino}acetic acid